2-[(4-methyltetrahydropyran-4-yl)methyl]-2,6-diazaspiro[3.3]heptane CC1(CCOCC1)CN1CC2(C1)CNC2